[Fe].[Si].[Al].[Fe] iron aluminum silicon iron